O=C1NC(CCC1C1=NN(C2=CC=CC=C12)CCC(=O)O)=O 3-(3-(2,6-dioxopiperidin-3-yl)-1H-indazol-1-yl)propanoic acid